ClC=1C=C(C=C(C1)C)C 5-chloro-1,3-dimethylbenzene